C(C)N1C(C(=C(C=C1)OC)C#N)=O 1-Ethyl-4-methoxy-2-oxo-1,2-dihydropyridine-3-carbonitrile